COC(=O)C=1N=C(SC1CCCOC)C 5-(3-methoxypropyl)-2-methylthiazole-4-carboxylic acid methyl ester